N-stearidonoyl-valine C(CCCC\C=C/C\C=C/C\C=C/C\C=C/CC)(=O)N[C@@H](C(C)C)C(=O)O